COC=1C=C(C=CC1OC)C=1NC2=CC=C(C=C2C1C(C)C)NC1CCC(CC1)NCCN(C)C N1-(2-(3,4-dimethoxyphenyl)-3-isopropyl-1H-indol-5-yl)-N4-(2-(dimethylamino)ethyl)cyclohexane-1,4-diamine